COC(=O)C=1OC2=C(C1)C(=CC(=C2)N2CCOCC2)OC(C)C 4-Isopropoxy-6-(4-morpholinyl)benzofuran-2-carboxylic acid methyl ester